(2R,3R,4S,5R,6S)-2-(acetoxymethyl)-6-(4-(1-(7-(hydroxyamino)-7-oxoheptyl)-1H-1,2,3-triazol-4-yl)phenoxy)tetrahydro-2H-pyran-3,4,5-triyl triacetate C(C)(=O)O[C@@H]1[C@H](O[C@H]([C@@H]([C@H]1OC(C)=O)OC(C)=O)OC1=CC=C(C=C1)C=1N=NN(C1)CCCCCCC(=O)NO)COC(C)=O